FC(CN1C=NC2=C1C=C(C=C2)C=2C=CN1N=C(N=C(C12)OC)NC1CCN(CC1)C1COC1)F 5-(1-(2,2-difluoroethyl)-1H-benzo[d]imidazol-6-yl)-4-methoxy-N-(1-(oxetan-3-yl)piperidin-4-yl)pyrrolo[2,1-f][1,2,4]triazin-2-amine